benzo[d]imidazole-5-carboxamide N1=CNC2=C1C=CC(=C2)C(=O)N